COC(CC1=CC(=C(C=C1)OCC1=CC=C(C=C1)OC)[N+](=O)[O-])=O 2-(4-((4-methoxybenzyl)oxy)-3-nitrophenyl)acetic acid methyl ester